BrC=1C(=C2C(=NC1)NCC21CC1)OC 5'-Bromo-4'-methoxy-1',2'-dihydrospiro[cyclopropane-1,3'-pyrrolo[2,3-b]pyridine]